21-[4-[2,6-bis(1-pyrrolidinyl)-4-pyrimidinyl]-1-piperazinyl]pregna-4,9(11)-diene-3,20-dione N1(CCCC1)C1=NC(=CC(=N1)N1CCN(CC1)CC([C@H]1CC[C@H]2[C@@H]3CCC4=CC(CC[C@]4(C)C3=CC[C@]12C)=O)=O)N1CCCC1